N-{2-[(3,4-difluorophenyl)methoxy]-4-(4,4,5,5-tetramethyl-1,3,2-dioxaborolan-2-yl)phenyl}ethane-1-sulfonamide FC=1C=C(C=CC1F)COC1=C(C=CC(=C1)B1OC(C(O1)(C)C)(C)C)NS(=O)(=O)CC